3-bromo-1-tosyl-1H-pyrrolo[3,2-c]pyridine 5-oxide BrC1=CN(C2=C1C=[N+](C=C2)[O-])S(=O)(=O)C2=CC=C(C)C=C2